C1(=CC=CC=C1)\C(\CCC/C=C(/C(=O)O)\C)=C\Cl (2e,7e)-7-phenyl-8-chloro-2-methyloctane-2,7-dienoic acid